4-(4-(2,4-Dioxotetrahydropyrimidin-1(2H)-yl)-3-methylphenyl)-3,6-dihydropyridine-1(2H)-carboxylic acid tert-butyl ester C(C)(C)(C)OC(=O)N1CCC(=CC1)C1=CC(=C(C=C1)N1C(NC(CC1)=O)=O)C